C(C)(=O)O[NH+](C)C (dimethyl ammonio) acetate